4-((4-(1-(2-hydroxy-2-methylpropyl)-1H-pyrazol-4-yl)-5-(trifluoromethyl)pyrimidin-2-yl)amino)benzenesulfonamide OC(CN1N=CC(=C1)C1=NC(=NC=C1C(F)(F)F)NC1=CC=C(C=C1)S(=O)(=O)N)(C)C